[PH2]([O-])=O.N[C@@H](CC[NH2+]C)C(=O)O |r| DL-homoalanin-4-yl-(methyl)ammonium phosphinate